thiomorpholin 1,1-dioxide N1CCS(CC1)(=O)=O